N[C@@H]1C2=CC=CC(=C2CC12CCN(CC2)C2=NC(=C(N=C2)SC2=C(C(=NC=C2)N)Cl)N)P(C)(C)=O (S)-(1-amino-1'-(6-amino-5-((2-amino-3-chloropyridin-4-yl)thio)pyrazin-2-yl)-1,3-dihydrospiro[indene-2,4'-piperidin]-4-yl)dimethyl-phosphine oxide